FCCCN1C[C@H](CC1)OC1=CC=C(C=C1)C1=C(CCCC2=C1C=CC(=C2)O)C2=CC=CC=C2 9-(4-{[(3S)-1-(3-fluoropropyl)pyrrolidin-3-yl]oxy}phenyl)-8-phenyl-6,7-dihydro-5H-benzo[7]annulen-3-ol